CC1=CC=2N(N=C1C=1CC=NCC1)N=CN2 4-(7-methyl-[1,2,4]triazolo[1,5-b]pyridazin-6-yl)-3,6-dihydropyridin